NC=1C(=NON1)C1=NC2=C(N1CC(=O)NC=1C=NC3=CC=CC=C3C1)C=CC=C2 2-(2-(4-amino-1,2,5-oxadiazol-3-yl)-1H-benzo[d]imidazol-1-yl)-N-(quinolin-3-yl)acetamide